The molecule is an unsaturated fatty acyl-CoA that results from the formal condensation of the thiol group of coenzyme A with the carboxy group of (2E,6Z,9Z,12Z,15Z,18Z,21Z)-tetracosaheptaenoic acid. It is a member of n-3 PUFA and a product of alpha-linolenoic acid metabolism. It is an unsaturated fatty acyl-CoA and a very long-chain fatty acyl-CoA. It derives from a (2E,6Z,9Z,12Z,15Z,18Z,21Z)-tetracosaheptaenoic acid. It is a conjugate acid of a (2E,6Z,9Z,12Z,15Z,18Z,21Z)-tetracosaheptaenoyl-CoA(4-). CC/C=C\\C/C=C\\C/C=C\\C/C=C\\C/C=C\\C/C=C\\CC/C=C/C(=O)SCCNC(=O)CCNC(=O)[C@@H](C(C)(C)COP(=O)(O)OP(=O)(O)OC[C@@H]1[C@H]([C@H]([C@@H](O1)N2C=NC3=C(N=CN=C32)N)O)OP(=O)(O)O)O